C1(=CC=CC2=CC=CC=C12)CC(=O)O Naphthyl-acetic acid